FC(OC1=CC=C(C=C1)CC(=O)O)(F)F p-trifluoromethoxyphenylacetic acid